C(C)(C)(C)OC(=O)NCC=1C=C(C=CC1)C=1C=2N(C=C(C1)C(=O)O)C=CN2 8-(3-(((tert-butoxycarbonyl)amino)methyl)phenyl)imidazo[1,2-a]pyridine-6-carboxylic acid